FC=1C=C(C=C(C1)F)NC1=NC2=CC=CC(=C2C(N1)=O)OC 2-((3,5-difluorophenyl)amino)-5-methoxyquinazolin-4(3H)-one